COC=1C(=NC=C(C1)[N+](=O)[O-])Cl 3-methoxy-2-chloro-5-nitropyridine